4-((4-aminophenyl)sulfonyl)-N-(4-methoxybenzyl)-1-(3,4,5-trihydroxybenzoyl)piperazine-2-carboxamide NC1=CC=C(C=C1)S(=O)(=O)N1CC(N(CC1)C(C1=CC(=C(C(=C1)O)O)O)=O)C(=O)NCC1=CC=C(C=C1)OC